N-cyclopentyl-2-(methylsulfonyl)pyrido[3,4-d]pyrimidin-8-amine C1(CCCC1)NC1=NC=CC2=C1N=C(N=C2)S(=O)(=O)C